(S)-N-(1-(4-(benzylsulfanyl)-2-methylphenylamino)-1-oxo-3-phenylprop-2-yl)-5-fluoropyridinamide C(C1=CC=CC=C1)SC1=CC(=C(C=C1)NC([C@H](CC1=CC=CC=C1)NC(=O)C1=NC=C(C=C1)F)=O)C